C(C1=CC=CC=C1)OC=1C=C(C#N)C=C(C1C(=O)N1CC2=CC=CC(=C2C1)NC1COC1)O 3-(Benzyloxy)-5-hydroxy-4-(4-(oxetan-3-ylamino)isoindoline-2-carbonyl)benzonitrile